1-(3,5-Difluorophenyl)-3-methyl-5-oxopyrrolidin FC=1C=C(C=C(C1)F)N1CC(CC1=O)C